C=C1SC=CN1 2-methylene-2,3-dihydrothiazole